3-(4-(4-(1-(1-phenylpropyl)-1H-pyrazol-4-yl)pyrazolo[1,5-a]pyrazin-6-yl)-1H-pyrazol-1-yl)propane-1,2-diol C1(=CC=CC=C1)C(CC)N1N=CC(=C1)C=1C=2N(C=C(N1)C=1C=NN(C1)CC(CO)O)N=CC2